FC(C=1C=CC(=NC1)C1(CCCCCC1)C#N)(F)F 1-(5-(trifluoromethyl)pyridin-2-yl)cycloheptanecarbonitrile